3-((3,4-dichlorophenyl)sulfonamido)-N-(1,1-dioxidotetrahydrothiophen-3-yl)-N-methylbenzamide ClC=1C=C(C=CC1Cl)S(=O)(=O)NC=1C=C(C(=O)N(C)C2CS(CC2)(=O)=O)C=CC1